C(C=C)OC=1C=C(OCC(=O)NC=2C=C3N=CC=NC3=CC2)C=CC1 2-(3-(Allyloxy)phenoxy)-N-(6-quinoxalinyl)acetamide